COC(=O)C=1C=C(C2=C(N(C(=N2)CC2=C(C=C(C3=C2CCO3)C3=NC(=NC=C3F)Cl)F)C[C@H]3OCC3)C1)OC (S)-2-((7-(2-chloro-5-fluoropyrimidin-4-yl)-5-fluoro-2,3-dihydrobenzofuran-4-yl)methyl)-4-methoxy-1-(oxetan-2-ylmethyl)-1H-benzo[d]imidazole-6-carboxylic acid methyl ester